N-cyclopropyl-6-[[5-[5-(2-hydroxy-2-methyl-propoxy)-2-methyl-4-pyridyl]pyrazolo[1,5-a]pyridin-2-yl]amino]pyridine-3-carboxamide C1(CC1)NC(=O)C=1C=NC(=CC1)NC1=NN2C(C=C(C=C2)C2=CC(=NC=C2OCC(C)(C)O)C)=C1